2-(3,4-Dichlorobenzoyl)-1,2,3,4-tetrahydroisoquinoline-3-carboxylic acid ClC=1C=C(C(=O)N2CC3=CC=CC=C3CC2C(=O)O)C=CC1Cl